1-methyl-5-((3-methylbenzyl)oxy)indole-2,3-dione CN1C(C(C2=CC(=CC=C12)OCC1=CC(=CC=C1)C)=O)=O